The molecule is a (synthetic) quaternary ammonium salt that is benzyldimethylamine in which the nitrogen is quaternised by a 2-{2-[p-(2,4,4-trimethylpentan-2-yl)phenoxy]ethoxy}ethyl group, with chloride as the counter-ion. An antiseptic and disinfectant, it is active against a broad spectrum of bacteria, fungi, moulds and viruses. It has a role as an antiseptic drug, a disinfectant, an antibacterial agent, an antiviral agent and an antifungal agent. It is a quaternary ammonium salt, a chloride salt and an aromatic ether. CC(C)(C)CC(C)(C)C1=CC=C(C=C1)OCCOCC[N+](C)(C)CC2=CC=CC=C2.[Cl-]